6'-(2-(piperidin-1-yl)ethoxy)-2,3'-bipyridine N1(CCCCC1)CCOC1=CC=C(C=N1)C1=NC=CC=C1